C(C=C)OC(=O)N[C@H](C(=O)O)CCC(=O)OC(C)(C)C (S)-2-(((allyloxy)carbonyl)amino)-5-(tert-butoxy)-5-oxopentanoic acid